FC(CNC1=NC=CC(=C1)N1N=CC(=N1)C(=O)N)(F)F 2-(2-((2,2,2-trifluoroethyl)amino)pyridin-4-yl)-2H-1,2,3-triazole-4-carboxamide